2,5-dimethyl-1,3-pentadiene CC(=C)C=CCC